O1CCCC=C1 3,4-dihydro-(2H)pyran